NC1=C2N=CN(C2=NC(=N1)Cl)[C@H]1[C@@H]([C@@]([C@H](O1)COC(C(=O)O)(C(=O)O)CC1=CC=C(C=C1)N1C(N(CCC1)CCC)=O)(O)C#C)O 2-(((2R,3S,4R,5R)-5-(6-amino-2-chloro-9H-purin-9-yl)-3-ethynyl-3,4-dihydroxytetrahydrofuran-2-yl)methoxy)-2-(4-(2-oxo-3-propyltetrahydropyrimidin-1(2H)-yl)benzyl)malonic acid